OCCOCCOCCOCCOCC=1N=NN(C1)CCOCCOCCOCCOCCC(=O)OC1=C(C(=C(C(=C1F)F)F)F)F perfluorophenyl 1-(4-(13-hydroxy-2,5,8,11-tetraoxatridecyl)-1H-1,2,3-triazol-1-yl)-3,6,9,12-tetraoxapentadecan-15-oate